C(#N)[C@@]1(COCC2=CC=C(C=C12)C(=O)NCC(=O)NC=1SC=C(N1)C1=NC(=CC=C1)N1C[C@@H](O[C@@H](C1)C)C)F (S)-4-cyano-N-(2-((4-(6-((cis)-2,6-dimethylmorpholino)pyridin-2-yl)thiazol-2-yl)amino)-2-oxoethyl)-4-fluoroisochromane-6-carboxamide